CCC(C(=O)O)NC(=O)OC(C)(C)C boc-DL-2-aminobutyric acid